(4-(3-((3-chloropyridin-4-yl)ethynyl)imidazo[1,2-b]pyridazin-6-yl)phenyl)(morpholino)methanone ClC=1C=NC=CC1C#CC1=CN=C2N1N=C(C=C2)C2=CC=C(C=C2)C(=O)N2CCOCC2